O1C(=CC=C1)C1=C(C(C#N)=CC=C1)C#N furyl-phthalonitrile